decanetetrol C(C(CCCCCCCC)O)(O)(O)O